methyl trans-3-(2,4-dichloro-3-((1,4-dimethyl-6-(trifluoromethyl)-1H-indol-2-yl)methyl)phenoxy)cyclobutanecarboxylate ClC1=C(O[C@@H]2C[C@H](C2)C(=O)OC)C=CC(=C1CC=1N(C2=CC(=CC(=C2C1)C)C(F)(F)F)C)Cl